C(C1=CC=CC=C1)N1N=C2C(N(CCC2=C1Cl)[C@@H]1C(N(C2=C(OC1)C=C1C(C=CO1)=C2)C)=O)=O (S)-3-(2-benzyl-3-chloro-7-oxo-2,4,5,7-tetrahydro-6H-pyrazolo[3,4-c]pyridin-6-yl)-1-methyl-3,4-dihydrobenzofuro[6,5-b][1,4]oxazepin-2(1H)-one